5-fluoro-4-(2-isopropylthiazol-5-yl)-N-(1-(methylsulfonyl)piperidin-4-yl)pyrimidin-2-amine FC=1C(=NC(=NC1)NC1CCN(CC1)S(=O)(=O)C)C1=CN=C(S1)C(C)C